OC(COC=1C=C(C=2N(C1)N=CC2C#N)C=2C=NC(=CC2)N2CC(C2)OC2=CC=NN2C)(C)C 6-(2-hydroxy-2-methylpropoxy)-4-(6-(3-((1-methyl-1H-pyrazol-5-yl)oxy)azetidin-1-yl)pyridin-3-yl)pyrazolo[1,5-a]pyridine-3-carbonitrile